tert-butyl 3-(2H-1,2,3-triazol-2-yl)piperidine-1-carboxylate N=1N(N=CC1)C1CN(CCC1)C(=O)OC(C)(C)C